The molecule is a 6-lactoyl-5,6,7,8-tetrahydropterin in which the stereocentre at position 6 has R-configuration. It is a 6-lactoyl-5,6,7,8-tetrahydropterin and a secondary alpha-hydroxy ketone. CC(C(=O)[C@H]1CNC2=C(N1)C(=O)NC(=N2)N)O